FC1=CC(=CC=2N(C(=NC21)C)C(C)C)C2=CNC1=NC(=CC=C12)NC1=CC(=CC=C1)N1CCN(CC1)C 3-(4-fluoro-1-isopropyl-2-methyl-1H-benzo[d]imidazol-6-yl)-N-(3-(4-methylpiperazin-1-yl)phenyl)-1H-pyrrolo[2,3-b]pyridin-6-amine